1-(4-(2-(4-cyano-5-isopropoxypyridin-2-yl)ethyl)benzyl)azetidine-3-carboxylic acid C(#N)C1=CC(=NC=C1OC(C)C)CCC1=CC=C(CN2CC(C2)C(=O)O)C=C1